CN(C(C)=O)CCO N-methyl-N-(hydroxyethyl)acetamide